N-[6-(1,3-Dimethylpyrazol-4-yl)-2-methoxy-3-pyridyl]-5-methyl-3-phenyl-isoxazole-4-carboxamide CN1N=C(C(=C1)C1=CC=C(C(=N1)OC)NC(=O)C=1C(=NOC1C)C1=CC=CC=C1)C